ClC1=CC=C(C=N1)CN1C(=NC=2C1=NC=C(C2)F)C=2C(=NON2)N 4-[3-[(6-chloropyridin-3-yl)methyl]-6-fluoro-imidazo[4,5-b]pyridin-2-yl]-1,2,5-oxadiazol-3-amine